3-(3-Chloro-4-fluorophenyl)-1-((4-(2-ethoxyvinyl)-5-(trifluoromethyl)-1H-pyrazol-3-yl)methyl)-1-(6-methoxypyridin-3-yl)urea ClC=1C=C(C=CC1F)NC(N(C=1C=NC(=CC1)OC)CC1=NNC(=C1C=COCC)C(F)(F)F)=O